(Racemic)-2-[6-[3-(Difluoromethyl)-4-fluoro-phenyl]pyrazolo[4,3-b]pyridin-1-yl]-1-(3-methoxypyrrolidin-1-yl)ethanone FC(C=1C=C(C=CC1F)C=1C=C2C(=NC1)C=NN2CC(=O)N2C[C@@H](CC2)OC)F |r|